diethyl-(dec-9-en-1-yl)aluminum C(C)[Al](CCCCCCCCC=C)CC